2'-Amino-5-chloro-N-(6-ethynyl-5-(trifluoromethyl)pyridin-3-yl)-2,4'-difluoro-[1,1'-biphenyl]-4-formamide NC1=C(C=CC(=C1)F)C1=C(C=C(C(=C1)Cl)C(=O)NC=1C=NC(=C(C1)C(F)(F)F)C#C)F